methyl 6-fluoro-2,3,4,5-tetrahydro-1,4-benzoxazepine-8-carboxylate FC1=CC(=CC2=C1CNCCO2)C(=O)OC